dicyclopropanylpropan C1(CC1)C(C)(C)C1CC1